2-(1-methyl-1H-imidazole-4-yl)ethan-1-amine CN1C=NC(=C1)CCN